3-(2-aminoethyl)-5,5-dimethylimidazolidine-2,4-dione NCCN1C(NC(C1=O)(C)C)=O